(Z)-N-methyl-N'-nitrocarbamimidothioate CN/C(=N/[N+](=O)[O-])/[S-]